3-bromo-2,5-dimethylthiophene BrC1=C(SC(=C1)C)C